C(C)(C)(C)OC(N(C[C@H]1NC(CC1)=O)CCN1C(C2=CC=C(C=C2C1)B1OC(C(O1)(C)C)(C)C)=O)=O.C(CC)NCSN1C=NC2=C1C=CC=C2 N-(propylaminomethylthio)benzimidazole tert-butyl-(S)-(2-(1-oxo-5-(4,4,5,5-tetramethyl-1,3,2-dioxaborolan-2-yl)isoindolin-2-yl)ethyl)((5-oxopyrrolidin-2-yl)methyl)carbamate